BrC1=C(C=C2C(=NC(=NC2=C1O[C@@H](C)C1=CC=CC=C1)SCC)N1[C@@H]2CN([C@H](C1)C2)C(=O)OC(C)(C)C)I tert-butyl (1S,4S)-5-{7-bromo-2-(ethylsulfanyl)-6-iodo-8-[(1S)-1-phenylethoxy]quinazolin-4-yl}-2,5-diazabicyclo[2.2.1]heptane-2-carboxylate